1-(4-phenylpiperidin-4-yl)ethanone monohydrochloride Cl.C1(=CC=CC=C1)C1(CCNCC1)C(C)=O